1,1-bis(2-hydroxyethyl)hydrazine OCCN(N)CCO